C(#N)C1=C(N=C(S1)N(C1=C(N=C2N1C=C(C=C2)N2CCN(CC2)CC(=O)N(C)C)CC)C)C2=CC=C(C=C2)F 2-(4-(3-((5-cyano-4-(4-fluorophenyl)thiazol-2-yl)(methyl)amino)-2-ethylimidazo[1,2-a]pyridin-6-yl)piperazin-1-yl)-N,N-dimethylacetamide